5-(Chloromethyl)Furan-2-Carbaldehyde ClCC1=CC=C(O1)C=O